3-bromo-4-[(2,4-difluorobenzyl)amino]-1-(2,6-difluorophenyl)-6-methylpyridin-2(1H)-one BrC=1C(N(C(=CC1NCC1=C(C=C(C=C1)F)F)C)C1=C(C=CC=C1F)F)=O